N-(2-oxo-2-(4-((1r,4r)-4-(pyridin-3-yloxy)cyclohexyl)hexahydropyrrolo[3,2-b]pyrrol-1(2H)-yl)ethyl)-3-(trifluoromethyl)benzamide O=C(CNC(C1=CC(=CC=C1)C(F)(F)F)=O)N1C2C(CC1)N(CC2)C2CCC(CC2)OC=2C=NC=CC2